FC=1C=C(C=NC1)CC1CC2(CN(C2)C(=O)N2CC3(C2)NC(COC3)=O)C1 2-[6-[(5-fluoro-3-pyridinyl)methyl]-2-azaspiro[3.3]heptane-2-carbonyl]-8-oxa-2,5-diazaspiro[3.5]nonan-6-one